N-[4-[(3-fluoro-4-formyl-phenyl)methyl]phenyl]carbamic acid tert-butyl ester C(C)(C)(C)OC(NC1=CC=C(C=C1)CC1=CC(=C(C=C1)C=O)F)=O